7-ethoxy-1-{[(2S)-5-oxopyrrolidin-2-yl]methoxy}isoquinoline-6-carboxamide C(C)OC1=C(C=C2C=CN=C(C2=C1)OC[C@H]1NC(CC1)=O)C(=O)N